FC1=CC=C(C=C1)C1=C(C=CC=C1)CN1CCN(CC1)CC1=CC=C2C=NC(C2=C1)=O 6-((4-((4'-Fluoro-[1,1'-biphenyl]-2-yl)methyl)piperazin-1-yl)methyl)-1-oxoisoindole